COC([C@H](CCC1=NC2=C(N1C1=CC=CC=C1)C=CC(=C2)N(CCCl)CCCl)NC(=O)OC(C)(C)C)=O (2S)-4-[5-[bis(2-chloroethyl)amino]-1-phenyl-benzimidazol-2-yl]-2-(tert-butoxycarbonylamino)butanoic acid methyl ester